1-BROMO-3-[(2S)-2-PYRROLIDINYL]IMIDAZO[1,5-A]PYRAZIN-8-AMINE BrC=1N=C(N2C1C(=NC=C2)N)[C@H]2NCCC2